1-{[(2s,3r)-3-ethyl-5-oxopyrrolidin-2-yl]methoxy}-8-fluoro-7-methoxyisoquinoline-6-carboxamide C(C)[C@H]1[C@H](NC(C1)=O)COC1=NC=CC2=CC(=C(C(=C12)F)OC)C(=O)N